methyl (E)-3-(3-(1-bromo-3-methyl-2-oxooct-7-yn-3-yl)phenyl)acrylate BrCC(C(CCCC#C)(C)C=1C=C(C=CC1)/C=C/C(=O)OC)=O